3-methyloxetan-3-yl (1S)-1-[[([1H,2H,3H-pyrrolo[3,4-c]pyridin-2-yl]carbonyl)amino]methyl]-6-azaspiro[2.5]octane-6-carboxylate C1N(CC=2C=NC=CC21)C(=O)NC[C@H]2CC21CCN(CC1)C(=O)OC1(COC1)C